(2-chloro-quinolin-7-yl)(2H2)methanol ClC1=NC2=CC(=CC=C2C=C1)C(O)([2H])[2H]